IC1=NN(C=2C1=NC=C(N2)N2CCC1(CC2)OC2=C([C@H]1N)C=CC=C2)COCC[Si](C)(C)C (R)-1'-(3-iodo-1-((2-(trimethylsilyl)ethoxy)methyl)-1H-pyrazolo[4,3-b]pyrazin-6-yl)-3H-spiro[benzofuran-2,4'-piperidin]-3-amine